(S)-N-(3-chloro-4-fluorophenyl)-7-fluoro-1-(pyrimidin-4-ylamino)-2,3-dihydro-1H-indene ClC=1C=C(C=CC1F)N([C@H]1CCC2=CC=CC(=C12)F)C1=NC=NC=C1